(6aS,10aR)-7-(cyclopropylmethyl)-4-(2-fluorophenyl)-7,10a-dimethyl-8-oxo-2-(quinolin-4-yl)-5,6,6a,7,8,10a-hexahydrobenzo[h]quinazoline-9-carbonitrile C1(CC1)CC1(C(C(=C[C@@]2([C@@H]1CCC=1C(=NC(=NC21)C2=CC=NC1=CC=CC=C21)C2=C(C=CC=C2)F)C)C#N)=O)C